(1aS,5aS)-2-(2,4-Difluoro-phenyl)-1a,2,5,5a-tetrahydro-1H-2,3-diaza-cyclopropa[a]pentalene-4-carboxylic acid (5-hydroxymethyl-pyridin-2-yl)-amide OCC=1C=CC(=NC1)NC(=O)C=1C=2C[C@H]3[C@@H](C2N(N1)C1=C(C=C(C=C1)F)F)C3